ClC(OC1=CC=C(C=C1)NC(=O)C=1C=C2C(C(N(C2=C(C1)C1=CC=NN1)C(C)C)CNC)CC)(F)F N-(4-(chlorodifluoromethoxy)phenyl)-3-ethyl-1-isopropyl-2-((methylamino)methyl)-7-(1H-pyrazol-5-yl)indoline-5-carboxamide